(S)-4-chlorodispiro[indene-1,1'-cyclohexane-3',2''-[1,3]dioxolan]-3(2H)-one ClC1=C2C(C[C@@]3(CC4(OCCO4)CCC3)C2=CC=C1)=O